4-nitrophenyl-(1-(imidazo[1,2-a]pyridin-5-yl)ethyl)carbamate [N+](=O)([O-])C1=CC=C(C=C1)N(C([O-])=O)C(C)C1=CC=CC=2N1C=CN2